nicotine alpha-resorcylate C(C1=CC(O)=CC(O)=C1)(=O)O.N1=CC=CC(=C1)C1N(C)CCC1